O=C1C(CC2=CC=C(C=C2C1)Br)=NN 3-oxo-9-(6-bromo-2-tetralone) hydrazone